N,N-diphenyl-2-bromobenzenesulfonamide C1(=CC=CC=C1)N(S(=O)(=O)C1=C(C=CC=C1)Br)C1=CC=CC=C1